CC1=NNC(=C1C1CN(CCC1)C1=NC(=NC=C1)C1=CN=C2N1C=C(N=C2)C(F)(F)F)C 3-(4-(3-(3,5-Dimethyl-1H-pyrazol-4-yl)piperidin-1-yl)pyrimidin-2-yl)-6-(trifluoromethyl)imidazo[1,2-a]pyrazine